9,9-bis(carboxycyclohexyl)fluorene C(=O)(O)C1(CCCCC1)C1(C2=CC=CC=C2C=2C=CC=CC12)C1(CCCCC1)C(=O)O